4-BENZYLOXY-3-CHLOROPHENYLBORONIC ACID C(C1=CC=CC=C1)OC1=C(C=C(C=C1)B(O)O)Cl